C1(=CC=CC=C1)OC(C1=C(N=CC(=C1)C=1C=CC=2N=CN=C(C2N1)N[C@H](C(=O)N1CCN(CC1)C)C)OC)=O (S)-2-methoxy-5-(4-((1-(4-methylpiperazin-1-yl)-1-oxopropan-2-yl)amino)pyrido[3,2-d]pyrimidin-6-yl)nicotinic acid phenyl ester